C(C)(C)(C)N(C(O)=O)CCNCCC1=CC=CC=C1.C1(=CC=CC=C1)CCN1C(NCC1)=O 1-(2-phenylethyl)imidazolidin-2-one tert-butyl-{2-[(2-phenylethyl)amino]ethyl}carbamate